ClC1=C(C=C(C=C1)[N+](=O)[O-])NC(C1=CC=C(C=C1)F)=O N-(2-chloro-5-nitrophenyl)-4-fluorobenzamide